COC(=O)C1=CN=C(S1)C(Br)Br (dibromomethyl)thiazole-5-carboxylic acid methyl ester